CC1=C(OC=2C(N(C=CC2C=2C3=C(C(N(C2)C)=O)NC=C3)CCN3CCOCC3)=O)C(=CC=C1)C 4-(3-(2,6-dimethylphenoxy)-1-(2-morpholinoethyl)-2-oxo-1,2-dihydropyridin-4-yl)-6-methyl-1,6-dihydro-7H-pyrrolo[2,3-c]pyridin-7-one